2-bromo-4,5-diaza-9-fluorenone BrC1=CC=2C(C3=CC=CN=C3C2N=C1)=O